CC1(C2=CC=CC=C2C2=C1C1=CC=C3C4=CC=C5C(=C4N(C3=C1S2)C2=NC1=CC=CC=C1C(=N2)C2=CC=CC=C2)C=CC=C5)C 9,9-dimethyl-15-(4-phenylquinazolin-2-yl)-9,15-dihydrobenzo[a]indeno[2',1':4,5]thieno[3,2-i]carbazole